ClC1=C(C=C(C=C1)NC(C1=CC=C(C(=O)NCC2=NC=CC=C2)C=C1)=O)C1=NC=CC=C1 N1-(4-chloro-3-(pyridin-2-yl)phenyl)-N4-(pyridin-2-ylmethyl)terephthalamide